C1CN2CC1C=C2 Azanorbornene